NC1=C2C(=NC=N1)N(N=C2C=2C=NC(=CC2)OC2=CC=C(C=C2)F)[C@H]2CN(CCC2)C(=O)C(C#N)=CC2CC2 (R)-2-(3-(4-amino-3-(6-(4-fluorophenoxy)pyridin-3-yl)-1H-pyrazolo[3,4-d]pyrimidin-1-yl)piperidine-1-carbonyl)-3-cyclopropylacrylonitrile